CC=1N=C(SC1C(=O)N)C=1C=NC(=NC1)N1CCNCC1 4-methyl-2-(2-(piperazin-1-yl)pyrimidin-5-yl)thiazole-5-carboxamide